N-(5-bromo-2-fluoropyridin-3-yl)-3-chloro-1H-pyrazole-5-carboxamide BrC=1C=C(C(=NC1)F)NC(=O)C1=CC(=NN1)Cl